1-benzyloxy-3-(p-toluenesulfonyloxy)-2-propanol C(C1=CC=CC=C1)OCC(COS(=O)(=O)C1=CC=C(C)C=C1)O